2-methylpropyl-but-3-yn-1-ylcarbamate CC(COC(NCCC#C)=O)C